C(C1=CC=CC=C1)NC(=O)N1CCN(CC1)CC=1OC(=CC1)[N+](=O)[O-] N-Benzyl-4-[(5-nitrofuran-2-yl)methyl]piperazine-1-carboxamide